CC(CCC1SCC(N1)C(=O)O)=CC1=CC=C(C=C1)C 2-(3-methyl-4-(4-methylphenyl)but-3-en-1-yl)thiazolidine-4-carboxylic acid